C(C)(C)(C)OC(=O)N(C(OC(C)(C)C)=O)C1=CC(=C(C=C1)NC1=C(C=CC=C1)Cl)CCN(C)C tert-butyl N-tert-butoxycarbonyl-N-[4-(2-chloroanilino)-3-[2-(dimethylamino)ethyl]phenyl]carbamate